CNC(OCCN1CC2=CC=CC=C2C2(CCN(CC2)C2CCC(CC2)C(C)C)C1=O)=O 2-(1'-((1s,4s)-4-isopropyl-cyclohexyl)-3-oxo-1H-spiro[isoquinoline-4,4'-piperidin]-2(3H)-yl)ethyl methyl-carbamate